FC(OC1=CC=C(S1)C=O)F [5-(difluoromethoxy)-2-thienyl]methanone